N-((3S,4R)-1-Benzyl-4-methylpyrrolidin-3-yl)-6-morpholinopyridine-3-sulfonamide C(C1=CC=CC=C1)N1C[C@H]([C@@H](C1)C)NS(=O)(=O)C=1C=NC(=CC1)N1CCOCC1